N-(2-amino-2-oxoethyl)-5,6-dimethyl-6H-pyrido[4,3-b]carbazole-1-carboxamide NC(CNC(=O)C1=NC=CC2=C(C=3N(C=4C=CC=CC4C3C=C21)C)C)=O